O=C1N(C2=C(OC3=C1C=C(C=C3)NC(OCC)=O)C=CC=C2)CCC ethyl (11-oxo-10-propyl-10,11-dihydrodibenzo[b,f][1,4]oxazepin-2-yl)carbamate